methyl 4-(di-fluoromethyl)-5-fluoro-2-((4-fluoro-2-methylphenyl)-amino)benzoate FC(C1=CC(=C(C(=O)OC)C=C1F)NC1=C(C=C(C=C1)F)C)F